2,5-dimethyl-3-hexyne CC(C)C#CC(C)C